N-(2-((3R,5R)-3-fluoro-5-((5-(trifluoromethyl)pyrimidin-2-yl)amino)piperidin-1-yl)-1,6-dimethyl-1H-benzo[d]imidazol-5-yl)acrylamide F[C@H]1CN(C[C@@H](C1)NC1=NC=C(C=N1)C(F)(F)F)C1=NC2=C(N1C)C=C(C(=C2)NC(C=C)=O)C